ClC=1C=C(C=CC1C(F)(F)F)C1=NC=C(C(=N1)N1CC(CC1)CNC(OC(C)(C)C)=O)N1C(CCC1)=O tert-butyl N-[[1-[2-[3-chloro-4-(trifluoro methyl)phenyl]-5-(2-oxopyrrolidin-1-yl)pyrimidin-4-yl]pyrrolidin-3-yl]methyl]carbamate